7-((3S,4S)-4-amino-3-methyl-2-oxa-8-azaspiro[4.5]decane-8-yl)-3-(2,3-dichlorophenyl)quinazoline-2,4(1H,3H)-dione N[C@@H]1[C@@H](OCC12CCN(CC2)C2=CC=C1C(N(C(NC1=C2)=O)C2=C(C(=CC=C2)Cl)Cl)=O)C